1-(2,6-dibenzyloxy-3-pyridyl)-5-(4-hydroxy-1-piperidyl)-3-methyl-benzimidazol-2-one C(C1=CC=CC=C1)OC1=NC(=CC=C1N1C(N(C2=C1C=CC(=C2)N2CCC(CC2)O)C)=O)OCC2=CC=CC=C2